(αs)-α-(trifluoromethyl)cyclopropanemethylamine FC([C@@H](N)C1CC1)(F)F